C1(CCCCC1)C=NNC1=CC=C(C(=O)O)C=C1 4-(2-(cyclohexylmethylene)hydrazino)benzoic acid